(E)-3-(4-methylphenyl)-2-propenoic acid CC1=CC=C(C=C1)/C=C/C(=O)O